5-bromo-2-(1,4,4-trimethylpyrrolidin-3-yl)-1,3-benzothiazole BrC=1C=CC2=C(N=C(S2)C2CN(CC2(C)C)C)C1